BrCCCSCC1=CC=C(C=C1)OC 1-{[(3-bromopropyl)sulfanyl]methyl}-4-methoxybenzene